2-{4-{4-[2-(difluoromethyl)-1H-benzo[d]imidazol-1-yl]-6-morpholino-1,3,5-triazin-2-yl}piperazin-1-yl}-2-oxoethylmorpholine FC(C1=NC2=C(N1C1=NC(=NC(=N1)N1CCOCC1)N1CCN(CC1)C(CN1CCOCC1)=O)C=CC=C2)F